C(C)OC(C[C@H](C=1C=C(C=C(C1F)C(F)(F)F)C1=C(C=CC=C1C)C)N)=O.C(CCCCCCCCCCCCCCCCC)[SiH3] (Octadecyl)silane (R)-ethyl-3-amino-3-(4-fluoro-2',6'-dimethyl-5-(trifluoromethyl)biphenyl-3-yl)propanoate